CC1=NC(=NC(=C1)NC)NC=1C=C(C2=C(CCO2)C1)C1=CC2C(CN(C2)C(=O)OC(C)(C)C)C1 tert-butyl 5-[5-[[4-methyl-6-(methylamino) pyrimidin-2-yl]amino]-2,3-dihydrobenzofuran-7-yl]-3,3a,6,6a-tetrahydro-1H-cyclopenta[c]pyrrole-2-carboxylate